6-Hydroxy-2-methylbenzothiazole OC1=CC2=C(N=C(S2)C)C=C1